4-(2-(2,5-dimethyl-1,2,3,4-tetrahydroisoquinolin-7-yl)-5H-pyrrolo[2,3-b]pyrazin-7-yl)-N-(3-methoxypropyl)-N-methylbenzamide CN1CC2=CC(=CC(=C2CC1)C)C=1N=C2C(=NC1)NC=C2C2=CC=C(C(=O)N(C)CCCOC)C=C2